(S)-1-(3-((4-((4-([1,2,4]triazolo[1,5-a]pyridin-7-yloxy)-3-methylphenyl)amino)quinazolin-6-yl)oxy)pyrrolidin-1-yl)prop-2-en-1-one N=1C=NN2C1C=C(C=C2)OC2=C(C=C(C=C2)NC2=NC=NC1=CC=C(C=C21)O[C@@H]2CN(CC2)C(C=C)=O)C